C(C)[Sm] monoethyl-samarium